2-(4-(3-chloro-4-(2-chloro-3-(6-methoxy-5-((6-oxo-2,5-diazaspiro[3.4]octan-2-yl)methyl)pyridin-2-yl)phenyl)pyridin-2-yl)-2-methoxybenzyl)-2,5-diazaspiro[3.4]octan-6-one ClC=1C(=NC=CC1C1=C(C(=CC=C1)C1=NC(=C(C=C1)CN1CC2(C1)NC(CC2)=O)OC)Cl)C2=CC(=C(CN1CC3(C1)NC(CC3)=O)C=C2)OC